1-(pyridin-2-yl)propan-1-one magnesium bicarbonate C([O-])(O)=O.[Mg+2].N1=C(C=CC=C1)C(CC)=O.C([O-])(O)=O